1-[4-(2-fluoro-3,6-dimethoxybenzoyl)benzoyl]-4-(pyridine-4-carbonyl)piperazine FC1=C(C(=O)C2=CC=C(C(=O)N3CCN(CC3)C(=O)C3=CC=NC=C3)C=C2)C(=CC=C1OC)OC